methyl-(4-(((3R,4R)-1-(2-cyanoacetyl)-4-methylpiperidin-3-yl)(methyl)amino)-7H-pyrrolo[2,3-d]pyrimidine-7-thiocarbonyl)-L-lysine hydrochloride Cl.CN([C@@H](CCCCN)C(=O)O)C(=S)N1C=CC2=C1N=CN=C2N(C)[C@H]2CN(CC[C@H]2C)C(CC#N)=O